ethyl 4-(4-{[(tert-butoxy) carbonyl] amino}-4-methylpiperidin-1-yl)-7-(2,3-dichlorophenyl)-6-methylpyrazolo[1,5-a]pyrazine-2-carboxylate C(C)(C)(C)OC(=O)NC1(CCN(CC1)C=1C=2N(C(=C(N1)C)C1=C(C(=CC=C1)Cl)Cl)N=C(C2)C(=O)OCC)C